gamma-(N,N-dibutyl)aminopropyl-methyldimethoxysilane C(CCC)N(CCCC)CCC[Si](OC)(OC)C